N-(3-bromophenethyl)-7-chloro-8-fluoro-2-(((2S,3aR)-2-fluorohexahydropentalen-3a(1H)-yl)methoxy)pyrido[4,3-d]pyrimidin-5-amine BrC=1C=C(CCNC2=NC(=C(C=3N=C(N=CC32)OC[C@@]32C[C@H](CC2CCC3)F)F)Cl)C=CC1